5'-(2-chloro-5-fluoropyrimidin-4-yl)spiro[cyclopropan-1,1'-isoindolin]-3'-one ClC1=NC=C(C(=N1)C=1C=C2C(NC3(C2=CC1)CC3)=O)F